CC1=CC[C@H]([C@H](C1)C)\C=C(\C(CC)=O)/C (E)-1-((1R,6S)-4,6-dimethylcyclohex-3-en-1-yl)-2-methylpent-1-en-3-one